C[C@]12[C@](CN(C1)C1=CC=C(C=C1)OC(F)(F)F)(CNC2)C (3ar,6as)-3a,6a-dimethyl-5-[4-(trifluoromethoxy)phenyl]-2,3,4,6-tetrahydro-1H-pyrrolo[3,4-c]pyrrole